N-hydroxy-4-(2-(5-(4-methoxyphenyl)-1H-indol-3-yl)acetamido)benzamide ONC(C1=CC=C(C=C1)NC(CC1=CNC2=CC=C(C=C12)C1=CC=C(C=C1)OC)=O)=O